C(C)(C)(C)OC(=O)N1CCC(CC1)C1=C(C2=C(NC(=C2C(C)C)C=2C3=C(C=4N(C2)N=CN4)CCC3)S1)C 4-(5-(8,9-Dihydro-7H-cyclopenta[c][1,2,4]triazolo[1,5-a]pyridin-6-yl)-4-isopropyl-3-methyl-6H-thieno[2,3-b]pyrrol-2-yl)piperidine-1-carboxylic acid tert-butyl ester